4-[2-(4-chlorobenzenesulfonylamino)ethyl]-phenylacetic acid ClC1=CC=C(C=C1)S(=O)(=O)NCCC1=CC=C(C=C1)CC(=O)O